1-((4-Fluoro-2-((8-(((1,1,1,3,3,3-hexafluoropropan-2-yl)oxy)carbonyl)-1,8-diazaspiro[4.5]decan-1-yl)methyl)phenoxy)methyl)cyclopropane-1-carboxylic acid FC1=CC(=C(OCC2(CC2)C(=O)O)C=C1)CN1CCCC12CCN(CC2)C(=O)OC(C(F)(F)F)C(F)(F)F